methyl 5-[2-fluoro-4-(5-oxo-4H-1,2,4-triazol-1-yl) phenoxy]-4-methyl-thiazole-2-carboxylate FC1=C(OC2=C(N=C(S2)C(=O)OC)C)C=CC(=C1)N1N=CNC1=O